COC1=CC=2N(C=C1)C(=CN2)C2=CC(=NC=N2)NCC2=CC=C(C=C2)C=2C=NN(C2)CCN2CCCC2 [6-(7-methoxy-imidazo[1,2-a]pyridin-3-yl)-pyrimidin-4-yl]-{4-[1-(2-pyrrolidin-1-yl-ethyl)-1H-pyrazol-4-yl]-benzyl}-amine